C(N)(=O)[C@H](CC1C(NCC1)=O)NC(=O)[C@H](CC(C)C)NC(OC(C)(C)C)=O tert-butyl N-[(1S)-1-{[(1S)-1-carbamoyl-2-(2-oxopyrrolidin-3-yl)ethyl]-carbamoyl}-3-methylbutyl]carbamate